COC=1NC(C(=CN1)C1=CC=2N=CN=C(C2S1)N1CC(CC1)OCCN1CCCCC1)=O 2-methoxy-5-[4-[3-[2-(1-piperidyl)ethoxy]pyrrolidin-1-yl]thieno[3,2-d]pyrimidin-6-yl]-1H-pyrimidin-6-one